(S)-8-Fluoro-2,3-dimethyl-6-(4,4,5,5-tetramethyl-1,3,2-dioxaborolan-2-yl)-3,4-dihydro-5-oxa-1,2a-diazaacenaphthylene FC1=CC(=C2OC[C@@H](N3C(=NC1=C32)C)C)B3OC(C(O3)(C)C)(C)C